trans-4-((R)-1-((R-tert-butylsulfinyl)amino)ethyl)-N-(pyridin-4-yl)cyclohexane-1-carboxamide C(C)(C)(C)[S@@](=O)N[C@H](C)[C@@H]1CC[C@H](CC1)C(=O)NC1=CC=NC=C1